C(#N)CC(=O)NC1CC(C1)C1=CC=C(C=C1)C1=CC=C(C=C1)\C=C\[C@H](CO)N1C(=NC=C1)[C@H](C)O 2-cyano-N-((1S,3r)-3-(4'-((S,E)-4-hydroxy-3-(2-((S)-1-hydroxyethyl)-1H-imidazol-1-yl)but-1-en-1-yl)-[1,1'-biphenyl]-4-yl)cyclobutyl)acetamide